4,4'-((9,10-anthraquinone-2,6-diyl)dioxy)dibutyric acid C1=C(C=CC=2C(C3=CC(=CC=C3C(C12)=O)OCCCC(=O)O)=O)OCCCC(=O)O